1-n-hexylquinoline iodonium salt [IH2+].C(CCCCC)N1CC=CC2=CC=CC=C12